[NH3+][C@H](C(=O)[O-])CC(C)C (S)-2-ammonio-4-methylpentanoate